(3S,5S)-1-benzyl-5-((1,3-dioxoisoindolin-2-yl)methyl)pyrrolidine-3-carbonitrile C(C1=CC=CC=C1)N1C[C@H](C[C@H]1CN1C(C2=CC=CC=C2C1=O)=O)C#N